[Si](C)(C)(C(C)(C)C)OCC(CCCC)(C)NC1=C(C(=NC2=CC(=CN=C12)F)Cl)C(=O)OCC ethyl 4-((1-((tert-butyldimethylsilyl) oxy)-2-methylhexan-2-yl) amino)-2-chloro-7-fluoro-1,5-naphthyridine-3-carboxylate